2-(6-(((1S,2S,3R,5R)-2-fluoro-9-azabicyclo[3.3.1]nonan-3-yl)(methyl)amino)pyridazin-3-yl)-5-(1H-imidazol-1-yl)phenol F[C@H]1[C@@H]2CCC[C@H](C[C@H]1N(C1=CC=C(N=N1)C1=C(C=C(C=C1)N1C=NC=C1)O)C)N2